BrC=1C=2C3=C(C=C(OC3=CC1)C1=CC=C(C=C1)OC)C=CC2 7-bromo-2-(4-methoxyphenyl)benzo[de]chromene